2-((1H-pyrrolo[2,3-b]pyridin-5-yl)oxy)-4-(4-((6-(4-chlorophenyl)spiro[3.5]non-6-en-7-yl)methyl)piperazin-1-yl)-N-((1-methyl-7-nitro-1H-indazol-5-yl)sulfonyl)benzamide N1C=CC=2C1=NC=C(C2)OC2=C(C(=O)NS(=O)(=O)C=1C=C3C=NN(C3=C(C1)[N+](=O)[O-])C)C=CC(=C2)N2CCN(CC2)CC2=C(CC1(CCC1)CC2)C2=CC=C(C=C2)Cl